C(C)(C)(C)[Si](C)(C)OC[C@@H](CSC(C1=CC=CC=C1)(C1=CC=CC=C1)C1=CC=CC=C1)OC tert-butyl[(2S)-2-methoxy-3-[(triphenylmethyl)sulfanyl]propoxy]dimethylsilane